2-((R)-2-cyclopentyl-N-methyl-2-pivalamidoacetamido)pentanamide C1(CCCC1)[C@H](C(=O)N(C)C(C(=O)N)CCC)NC(C(C)(C)C)=O